3-bromo-N-(5-cyclopropylnaphthalen-1-yl)-4-fluorobenzamide BrC=1C=C(C(=O)NC2=CC=CC3=C(C=CC=C23)C2CC2)C=CC1F